(5R)-N-[(3S)-9-fluoro-2-oxo-5-phenyl-1,3-dihydro-1,4-benzodiazepine-3-yl]-2-(3-furyl)-5-methyl-6,7-dihydro-5H-pyrazolo[5,1-b][1,3]Oxazine-3-carboxamide FC1=CC=CC=2C(=N[C@@H](C(NC21)=O)NC(=O)C=2C(=NN1C2O[C@@H](CC1)C)C1=COC=C1)C1=CC=CC=C1